C12CCCC(CCC1)B2/C=C/C2[C@H]1CN(C[C@@H]21)C(=O)OC(C)(C)C tert-butyl (1S,5R,6S)-6-[(E)-2-(9-borabicyclo[3.3.1]nonan-9-yl)vinyl]-3-azabicyclo[3.1.0]hexane-3-carboxylate